cis-2-[4-(1-methyl-1H-pyrazol-5-yl)piperidin-1-yl]-6-azaspiro[3.4]octane-6-carboxylic acid tert-butyl-citrate C(C)(C)(C)C(C(=O)O)C(O)(C(=O)O)CC(=O)O.CN1N=CC=C1C1CCN(CC1)C1CC2(C1)CN(CC2)C(=O)O